OC(C)(C)C1CCN(CC1)C=O (4-(2-hydroxypropan-2-yl)piperidin-1-yl)methanone